[N+](=O)([O-])C1=C(C=C(C=C1)N1[C@H]2CN([C@@H](C1)C2)C(=O)OC(C)(C)C)NC2=NC=NC=C2 tert-butyl (1R,4R)-5-[4-nitro-3-(pyrimidin-4-ylamino)phenyl]-2,5-diazabicyclo[2.2.1]heptane-2-carboxylate